FC=1C=C(C(=O)NC=2C=NC(=CC2)N2CCN(CC2)C2=CC=CC=C2)C=C(C1O)C=O 3-fluoro-5-formyl-4-hydroxy-N-(6-(4-phenylpiperazin-1-yl)pyridin-3-yl)benzamide